4-[(4-{4-[1-(2,6-Dioxopiperidin-3-yl)-3-methyl-2-oxo-1,3-benzodiazol-5-yl]phenyl}piperazin-1-yl)methyl]piperidine-1-carboxylate O=C1NC(CCC1N1C(N(C2=C1C=CC(=C2)C2=CC=C(C=C2)N2CCN(CC2)CC2CCN(CC2)C(=O)[O-])C)=O)=O